methyl 1-chloro-6,7-dihydro-5H-cyclopenta[C]pyridine-4-carboxylate ClC1=NC=C(C2=C1CCC2)C(=O)OC